tert-Butyl 4-(3-methoxy-3-oxopropanoyl)azepane-1-carboxylate COC(CC(=O)C1CCN(CCC1)C(=O)OC(C)(C)C)=O